9-(6-ethoxypyridin-3-yl)-3,4-dihydropyrido[2,1-c][1,2,4]thiadiazine 2,2-dioxide C(C)OC1=CC=C(C=N1)C1=CC=CN2C1=NS(CC2)(=O)=O